1-(3-fluoro-2-methylimidazo[1,2-b]pyridazin-6-yl)ethan-1-ol FC1=C(N=C2N1N=C(C=C2)C(C)O)C